COCOC=1C(=CC2=CN(N=C2C1C)C)C1=NC2=CC=C(C=C2C(=N1)C)N1C[C@@H](N([C@H](C1)C)C(=O)OC(C)(C)C)C tert-butyl (2S,6S)-4-{2-[6-(methoxymethoxy)-2,7-dimethylindazol-5-yl]-4-methylquinazolin-6-yl}-2,6-dimethylpiperazine-1-carboxylate